1-(1-butoxyprop-1-en-2-yl)-3-(1-(4-methoxybutoxy)prop-1-en-2-yl)benzene C(CCC)OC=C(C)C1=CC(=CC=C1)C(=COCCCCOC)C